(E)-4-benzylidene-2,5-diphenyl-2,4-dihydro-3H-pyrazol-3-one C(/C1=CC=CC=C1)=C/1\C(N(N=C1C1=CC=CC=C1)C1=CC=CC=C1)=O